2-AMINO-3-[ETHYL(METHYL)AMINO]PROPANOIC ACID NC(C(=O)O)CN(C)CC